P(=O)(O)(O)O.N[C@@H](CCCNC(N)=N)C(=O)O arginine phosphate salt